C1(=CC=C(C=C1)C1=NC2=C(N1)C=CC=C2)C2=NC1=C(N2)C=CC=C1 2,2'-(1,4-phenylene)bis-1H-benzimidazole